1-cyano-3,3-dimethyl-2-butyl succinimidyl carbonate C(OC(CC#N)C(C)(C)C)(ON1C(CCC1=O)=O)=O